dimethylphenyl orthoacetate C(C)(OC1=C(C(=CC=C1)C)C)([O-])[O-]